(E)-trimethylethane-1,2-diamine CC(C(N)(C)C)N